SODIUM-CESIUM [Cs].[Na]